NCC(CN1N=CN(C1=O)C1=NC(=CC=C1)C=1C=NC(=CC1)N1CCNCC1)=C(F)F 2-[2-(aminomethyl)-3,3-difluoro-allyl]-4-[6-(6-piperazin-1-yl-3-pyridyl)-2-pyridyl]-1,2,4-triazol-3-one